NC1=NC=2C=CC(=CC2C2=C1C=NN2C)C(=O)N(C)[C@@H]2COC1=C2C=CC(=C1)C1=CCC(CC1)(F)F 4-amino-N-((3S)-6-(4,4-difluoro-1-cyclohexen-1-yl)-2,3-dihydro-1-benzofuran-3-yl)-N,1-dimethyl-1H-pyrazolo[4,3-c]quinoline-8-carboxamide